NC(C)CC1=CC=CC=C1 amphetamine